methyl 4-bromo-7-(bromomethyl)benzofuran-6-carboxylate BrC1=CC(=C(C2=C1C=CO2)CBr)C(=O)OC